N1=CC2(C=3C1=NC=CC3)CCCC2 Spiro[cyclopentane-1,3'-pyrrolo[2,3-b]pyridin]